OC(C)(C)C1=CN=CC(=N1)NS(=O)(=O)C1CC1 N-(6-(2-hydroxy-propan-2-yl)pyrazin-2-yl)cyclopropanesulfonamide